C(#N)C1=C(C=C(C=C1)NC([C@@](CN1C=CC2=CC(=CC=C12)OC)(C)O)=O)C(F)(F)F (S)-N-(4-cyano-3-(trifluoromethyl)phenyl)-2-hydroxy-3-(5-methoxy-1H-indol-1-yl)-2-methylpropanamide